Bis[4-(4-aminophenoxy) phenyl] ketone NC1=CC=C(OC2=CC=C(C=C2)C(=O)C2=CC=C(C=C2)OC2=CC=C(C=C2)N)C=C1